2,5-dioxopyrrolidin-1-yl 6-(6-(5-((3aS,6aR)-2-oxohexahydro-1H-thieno[3,4-d]imidazol-4-yl)pentanamido)-hexanamido)hexanoate O=C1N[C@H]2[C@@H](N1)CSC2CCCCC(=O)NCCCCCC(=O)NCCCCCC(=O)ON2C(CCC2=O)=O